tert-butyl ((S)-(4,4-difluorocyclohexyl)(7-((5S,8S)-5-(difluoromethyl)-3-oxo-1-phenyl-2,10-dioxa-4,7-diazaundecan-8-yl)imidazo[1,2-b]pyridazin-2-yl)methyl)carbamate FC1(CCC(CC1)[C@@H](C=1N=C2N(N=CC(=C2)[C@H](NC[C@H](NC(OCC2=CC=CC=C2)=O)C(F)F)COC)C1)NC(OC(C)(C)C)=O)F